ClC=1C=NC(=NC1)OC1=C2C(=NC(=NC2=CC=C1)C(F)(F)F)CCC1CCN(CC1)OC 5-(5-chloropyrimidin-2-yl)oxy-4-[2-(1-methoxy-4-piperidinyl)ethyl]-2-(trifluoromethyl)quinazoline